C1N(CC2C1CNC2)CC2=C(C=C(C=C2)C2(CCOCC2)C(=O)O)C(F)(F)F 4-(4-((hexahydropyrrolo[3,4-c]pyrrol-2(1H)-yl)methyl)-3-(trifluoromethyl)phenyl)tetrahydro-2H-pyran-4-carboxylic acid